SC(CC(=O)OCC(COC(CC(C)S)=O)(COCC(COC(CC(C)S)=O)(COC(CC(C)S)=O)COC(CC(C)S)=O)COC(CC(C)S)=O)C dipentaerythritol hexa(3-mercapto-butyrate)